N1N=C(C=C1)N(C1=CC=CC=C1)N=NNC1=CC=CC=C1 pyrazolyl-azoaniline